(1-azidoethyl)-2-fluoro-4-methylpyridine N(=[N+]=[N-])C(C)C=1C(=NC=CC1C)F